(S)-4-(6-(8-ethyl-2-methyl-7-oxo-7,8-dihydroimidazo[1,2-a]pyrimidine-6-carboxamido)pyridazin-3-yl)-2-methylpiperazine-1-carboxylic acid tert-butyl ester C(C)(C)(C)OC(=O)N1[C@H](CN(CC1)C=1N=NC(=CC1)NC(=O)C=1C(N(C=2N(C1)C=C(N2)C)CC)=O)C